5-(6-chloroimidazo[1,2-b]pyridazin-3-yl)-3-methylbenzo[d]isoxazole ClC=1C=CC=2N(N1)C(=CN2)C=2C=CC1=C(C(=NO1)C)C2